FC1=CC(=C(C=C1C=1SC=CC1)NC(=O)C1=CNC(C=C1C(F)(F)F)=O)N1C[C@H](N([C@H](C1)C)C)C |r| N-[4-fluoro-2-[rac-(3R,5S)-3,4,5-trimethylpiperazin-1-yl]-5-thiophen-2-ylphenyl]-6-oxo-4-(trifluoromethyl)-1H-pyridine-3-carboxamide